N-(2,4-Dimethoxybenzyl)-N-((4-(4-hydroxyphenyl)-1-methyl-1H-1,2,3-triazol-5-yl)methyl)cyclopentanamide COC1=C(CN(C(=O)C2CCCC2)CC2=C(N=NN2C)C2=CC=C(C=C2)O)C=CC(=C1)OC